CC(C(O)C1=C(C=CC=C1)[N+](=O)[O-])(CO)C 2,2-dimethyl-1-(2-nitrophenyl)propane-1,3-diol